FC=1C(=NC=C(C1)F)NC=1C(=CC(=C(C(=O)OC)C1)CS(=O)(=O)C)C=1C2=C(C(N(C1)C)=O)N(C=C2)S(=O)(=O)C2=CC=C(C=C2)C methyl 5-[(3,5-difluoro-2-pyridyl)amino]-4-[6-methyl-7-oxo-1-(p-tolylsulfonyl)pyrrolo[2,3-c]pyridin-4-yl]-2-(methylsulfonylmethyl)benzoate